FC1=C(C(=CC(=C1)C=1C=NC(=CC1)O)O)N1CC(NS1(=O)=O)=O 5-[2-fluoro-6-hydroxy-4-(6-hydroxy-3-pyridyl)phenyl]-1,1-dioxo-1,2,5-thiadiazolidin-3-one